C1=CC=C(C=C1)C(=O)C(=O)C2=CC=CC=C2C3=CC=CC=C3C(=O)C(=O)C4=CC=CC=C4 bibenzil